FC1=C(CP(OC(C)(C)C)(OC(C)(C)C)=O)C=CC(=C1)C Di-tert-butyl (2-fluoro-4-methylbenzyl)phosphonate